(R)-2-((1-(2-(3-fluoroazetidin-1-yl)-3,7-dimethyl-4-oxo-4H-pyrido[1,2-a]pyrimidin-9-yl)ethyl)amino)benzoic acid FC1CN(C1)C=1N=C2N(C(C1C)=O)C=C(C=C2[C@@H](C)NC2=C(C(=O)O)C=CC=C2)C